3-fluoro-4-(2-fluoro-4-nitro-phenyl)sulfanyl-6,7-dimethoxy-quinoline FC=1C=NC2=CC(=C(C=C2C1SC1=C(C=C(C=C1)[N+](=O)[O-])F)OC)OC